(6-methyl-4-phenylpyridin-2-yl)benzonitrile CC1=CC(=CC(=N1)C1=C(C#N)C=CC=C1)C1=CC=CC=C1